NCCC=1C(N(C=CC1)CCCSC)=O 3-(2-aminoethyl)-1-(3-(methylthio)propyl)pyridin-2(1H)-one